3-(3,4-dichlorophenyl)-1,2,4-oxadiazole-5-carboxylic acid methyl ester COC(=O)C1=NC(=NO1)C1=CC(=C(C=C1)Cl)Cl